4-((8-((R)-3-(4-amino-3-(4-phenoxyphenyl)-1H-pyrazolo[3,4-d]pyrimidin-1-yl)piperidine-1-yl)octyl)thio)-2-(2,6-dioxopiperidin-3-yl)isoindoline-1,3-dione NC1=C2C(=NC=N1)N(N=C2C2=CC=C(C=C2)OC2=CC=CC=C2)[C@H]2CN(CCC2)CCCCCCCCSC2=C1C(N(C(C1=CC=C2)=O)C2C(NC(CC2)=O)=O)=O